FC1=CC(=C(C=C1)NC(=S)NC(=O)NCCC1CCN(CC1)C1=NN(C=N1)C1=CC=C(C=C1)OC(F)(F)F)C(C)C 1-[(4-Fluoro-2-isopropyl-phenyl)carbamothioyl]-3-[2-[1-[1-[4-(trifluoromethoxy)phenyl]-1,2,4-triazol-3-yl]-4-piperidyl]ethyl]urea